ethyl 4-(formyloxy)-3-methoxybenzoate C(=O)OC1=C(C=C(C(=O)OCC)C=C1)OC